(R)-N-(2-(3-(azetidin-3-yl)piperidin-1-yl)ethyl)methanesulfonamide N1CC(C1)[C@@H]1CN(CCC1)CCNS(=O)(=O)C